ClC=1C=NC(=C(C(=O)NC2CCC(CC2)CN2C(C(C3=CC=CC=C23)(O)C2=C(C(=CC=C2)Cl)F)=O)C1)C(F)(F)F 5-chloro-N-((1r,4r)-4-((3-(3-chloro-2-fluorophenyl)-3-hydroxy-2-oxoindolin-1-yl)methyl)cyclohexyl)-2-(trifluoromethyl)nicotinamide